(4-ethylpiperazin-1-yl)pyridin-2-amine C(C)N1CCN(CC1)C=1C(=NC=CC1)N